ClC=1C(=CC2=C([C@H](C[C@@H](O2)C(=O)NC23CC(C2)(C3)NC(COC3CC(C3)OC(F)(F)F)=O)O)C1)Cl (2R,4S)-6,7-dichloro-4-hydroxy-N-[3-(2-{[(1s,3S)-3-(trifluoromethoxy)cyclobutyl]oxy}acetamido)bicyclo[1.1.1]pentan-1-yl]-3,4-dihydro-2H-1-benzopyran-2-carboxamide